C1(C=CC(N1CC1CCC(CC1)C(=O)ON1C(CCC1=O)=O)=O)=O succinimidyl 4-(maleimidomethyl)-1-cyclohexanecarboxylate